3-mercapto-1,2,3-triazole SN1N=NC=C1